NC1=NC=CC=2N1C(=NC2C2CN(CCC2)CC#CC)C2=CC(=C(C(=O)NC1=NC=CC(=C1)C1CC1)C=C2)C(F)(F)F 4-(5-amino-1-(1-(but-2-ynyl)piperidin-3-yl)imidazo[1,5-c]pyrimidin-3-yl)-N-(4-cyclopropylpyridin-2-yl)-2-(trifluoromethyl)benzamide